C1(CC1)CN1C(=CC=2C1=NC(=CC2)C2=CC(=NC=C2)OC)C2=NC1=C(N2C)C(=CC(=C1)C(=O)N1[C@@H]2CC[C@H](C1)[C@H]2N)OC (1R,4R,7R)-2-{2-[1-(cyclopropylmethyl)-6-(2-methoxypyridin-4-yl)-1H-pyrrolo[2,3-b]pyridin-2-yl]-7-methoxy-1-methyl-1H-1,3-benzodiazole-5-carbonyl}-2-azabicyclo[2.2.1]heptan-7-amine